CC1(C2=CC=CC=C2N(C=2C=CC=CC12)C1=C(C=CC(=C1N1C=2C=CC=CC2C(C2=CC=CC=C12)(C)C)N1C=2C=CC=CC2C(C2=CC=CC=C12)(C)C)C=1OC2=C(N1)C=CC=C2)C 2-(2,3,4-tris(9,9-dimethylacridin-10(9H)-yl)phenyl)benzo[d]oxazole